N-((1-methoxycyclobutyl)methyl)ethan-1-amine COC1(CCC1)CNCC